(S)-quinuclidin-3-yl (2,2-diethyl-5-(3-isopropoxyphenyl)-2,3-dihydro-1H-inden-1-yl)carbamat C(C)C1(C(C2=CC=C(C=C2C1)C1=CC(=CC=C1)OC(C)C)NC(O[C@@H]1CN2CCC1CC2)=O)CC